6-bromo-1-(pyridazin-3-ylmethyl)-1H-pyrazolo[4,3-b]pyridine BrC=1C=C2C(=NC1)C=NN2CC=2N=NC=CC2